CC1(OB(OC1(C)C)C=1C=NN(C1)[C@H](CO)C)C (S)-2-(4-(4,4,5,5-tetramethyl-1,3,2-dioxaborolan-2-yl)-1H-pyrazol-1-yl)propan-1-ol